3-chloroimidazo[1,2-a]pyrimidine-2-carboxylic acid ethyl ester C(C)OC(=O)C=1N=C2N(C=CC=N2)C1Cl